(S)-3-chloro-5-(1-hydroxyethyl)-2,7-dimethylisoquinolin-1(2H)-one ClC=1N(C(C2=CC(=CC(=C2C1)[C@H](C)O)C)=O)C